C(C1=CC=CC=C1)N1[C@H](C[C@]2(C[C@H]1C=1N=NN(C1)C)C(N(C1=CC(=CC=C12)Cl)CC1=CC=C(C=C1)OC)=O)C (2'S,6'S)-r-benzyl-6-chloro-1-[(4-methoxyphenyl)methyl]-2'-methyl-6'-(1-methyltriazol-4-yl)spiro[indoline-3,4'-piperidine]-2-one